racemic-alpha-pinene C12C(=CCC(C1(C)C)C2)C